ethyl 3-oxo-3-[1-(trifluoromethyl) cyclopropyl]propanoate O=C(CC(=O)OCC)C1(CC1)C(F)(F)F